BrC1=C2CC(N(C2=CC(=C1)C)C1CCOCC1)=O 4-bromo-6-methyl-1-(tetrahydro-2H-pyran-4-yl)indolin-2-one